[Na].ClC1=C(C=CC(=C1)Cl)O (2,4-dichloro)-phenol sodium